3-[[4-[(2R)-2-amino-5-hydroxy-5-methyl-hexoxy]-6-(2,6-dimethylphenyl)-5-methyl-pyrimidin-2-yl]sulfamoyl]benzoic acid N[C@@H](COC1=NC(=NC(=C1C)C1=C(C=CC=C1C)C)NS(=O)(=O)C=1C=C(C(=O)O)C=CC1)CCC(C)(C)O